OC1=CC=C(C=C1)S(=O)(=O)C1=CC=C(C(=O)O)C=C1 4-((4-hydroxyphenyl)sulfonyl)benzoic acid